[N+](=O)([O-])C=1C=C(C(=O)OCC)C=CC1B1OC(C(O1)(C)C)(C)C ethyl 3-nitro-4-(4,4,5,5-tetramethyl-1,3,2-dioxaborolan-2-yl)benzoate